(3-ethynylphenyl)-6,7-bis{[2-(methyloxy)ethyl]oxy}-4-quinazolinamine C(#C)C=1C=C(C=CC1)C1=NC2=CC(=C(C=C2C(=N1)N)OCCOC)OCCOC